ClC1=C(C=C(C=C1)F)C1NC(C2=C3C(=CC(=C12)NC(C1=CC(=CC(=C1)C(F)(F)F)F)=O)OC(N3C)=O)=O N-(6-(2-chloro-5-fluorophenyl)-1-methyl-2,8-dioxo-1,6,7,8-tetrahydro-2H-oxazolo[4,5-e]isoindol-5-yl)-3-fluoro-5-(trifluoromethyl)benzamide